2-amino-3-(3-chloro-2-fluorophenyl)propionic acid hydrochloride Cl.NC(C(=O)O)CC1=C(C(=CC=C1)Cl)F